CC1(CCCC1)C1=CC(=NO1)NC(C)=O N-[5-(1-methylcyclopentyl)isoxazol-3-yl]acetamide